FC(CC1CN(C1)CCC)F (S)-1-(3-(2,2-difluoroethyl)azetidine-1-yl)propane